C1(CCC1)NC1=NC(=CC(=C1)C=1C=C(C#N)C=CC1C1=NN=CN1C)N1C(C2=CC=CC(=C2C1)C(F)(F)F)=O 3-(2-(cyclobutylamino)-6-(1-oxo-4-(trifluoromethyl)isoindolin-2-yl)pyridin-4-yl)-4-(4-methyl-4H-1,2,4-triazol-3-yl)benzonitrile